[Si].[Ag].[Au] gold-silver-silicon